2-methyl-1,6-hexanediamine CC(CN)CCCCN